C(=CC1=CC=CC=C1)P(O)(=O)O styrenephosphonic Acid